C(C)(C)(C)OC(=O)N[C@@H](C(=O)O)[C@@H](C)C1=CC(=C(C=C1)[N+](=O)[O-])F (2R,3S)-2-((tert-butoxycarbonyl)amino)-3-(3-fluoro-4-nitrophenyl)butanoic acid